NC1=NN(C=C1)C1=CC(=C(C=C1)C(C(=O)N)(C)C)F 2-[4-(3-aminopyrazol-1-yl)-2-fluoro-phenyl]-2-methyl-propanamide